C(C)(C)(C)OC(=O)N1[C@@H](C[C@H](C1)O)C=1NC=C(N1)C(N(CC1=CC=C(C=C1)C1=C(N=CS1)C)CC1CC1)=O (2S,4R)-2-[4-[cyclopropylmethyl-[[4-(4-methyl-1,3-thiazol-5-yl)phenyl]methyl]carbamoyl]-1H-imidazol-2-yl]-4-hydroxypyrrolidine-1-carboxylic acid tert-butyl ester